N-[2-[4-[4-[(2,6-dioxo-3-piperidyl)amino]phenyl]-1-piperidyl]ethyl]-4-[2-[3-[3-[[ethyl(methyl)sulfamoyl]amino]-2,6-difluoro-benzoyl]-1H-pyrrolo[2,3-b]pyridin-5-yl]ethynyl]benzamide O=C1NC(CCC1NC1=CC=C(C=C1)C1CCN(CC1)CCNC(C1=CC=C(C=C1)C#CC=1C=C2C(=NC1)NC=C2C(C2=C(C(=CC=C2F)NS(N(C)CC)(=O)=O)F)=O)=O)=O